ClC1(CC1)C(CN1NC=NC1=S)(CCC1C(C1)(Cl)Cl)O 2-[2-(1-chlorocyclopropyl)-4-(2,2-dichlorocyclopropyl)2-hydroxybutyl]-1,2-dihydro-3H-1,2,4-triazole-3-thione